(E)-N-(3'-(3-((5-cyclopropyl-1H-pyrazol-3-yl)amino)-1,1,1-trifluoro-3-oxopropan-2-yl)-[1,1'-biphenyl]-4-yl)-4-(dimethylamino)but-2-enamide C1(CC1)C1=CC(=NN1)NC(C(C(F)(F)F)C=1C=C(C=CC1)C1=CC=C(C=C1)NC(\C=C\CN(C)C)=O)=O